3-(1H-imidazol-1-yl)-N-(spiro[3.3]heptan-1-yl)benzamide N1(C=NC=C1)C=1C=C(C(=O)NC2CCC23CCC3)C=CC1